FC1=CC(=C(C=C1F)NC1=NC(=NC=N1)NC=1C(=CC(=C(C1)NC(\C=C\CN(C)C)=O)N(C)CCN(C)C)OC)C(C)(C)O (E)-N-(5-(4-(4,5-difluoro-2-(2-hydroxypropan-2-yl)phenylamino)-1,3,5-triazin-2-ylamino)-2-((2-(dimethylamino)ethyl)(methyl)amino)-4-methoxyphenyl)-4-(dimethylamino)but-2-enamide